OC1C2=CC(CC[C@@]2(C2CC([C@]3(C(CCC3C2C1)C(CCC(=O)O)C)C)O)C)=O 4-[(2R,15S)-8,16-dihydroxy-2,15-dimethyl-5-oxotetracyclo[8.7.0.02,7.011,15]heptadec-6-en-14-yl]pentanoic acid